5-(cyclopropylmethyl)-N-methyl-2-(2-methyl-2H-indazol-5-yl)-4-(6-methylpyridin-3-yl)-3-oxo-3,5-dihydro-2H-pyrrolo[3,2-c]pyridazine-7-carboxamide C1(CC1)CN1C=C(C2=NN(C(C(=C21)C=2C=NC(=CC2)C)=O)C2=CC1=CN(N=C1C=C2)C)C(=O)NC